CC1=NC(=CC(=C1)C1=CC2=C(C(N(C=C2C2=CC(N(C=C2C2=CC=CC=C2)C)=O)C)=O)N1)C 4-[2-(2,6-dimethylpyridin-4-yl)-6-methyl-7-oxo-1H-pyrrolo[2,3-c]pyridin-4-yl]-1-methyl-5-phenylpyridin-2-one